C1(CCCCC1)N1C(=CC=2C1=C1C(=NC2)NC=C1)C1=NC=CC=C1C 1-cyclohexyl-2-(3-methylpyridin-2-yl)-1,6-dihydrodipyrrolo[2,3-b:2',3'-d]pyridine